C(#N)C1=C(C=C(C=C1)NC(C(CN1C=NC2=C1C=CC=C2F)(C)O)=O)C(F)(F)F N-(4-cyano-3-(trifluoromethyl)phenyl)-3-(4-fluoro-1H-benzo[d]imidazol-1-yl)-2-hydroxy-2-methylpropanamide